1-methyl-N-{6-[3-(prop-2-enamido)phenyl]quinolin-4-yl}piperidine-3-carboxamide CN1CC(CCC1)C(=O)NC1=CC=NC2=CC=C(C=C12)C1=CC(=CC=C1)NC(C=C)=O